2,3,4,5-tetrachlorobenzamide ClC1=C(C(=O)N)C=C(C(=C1Cl)Cl)Cl